NCCC(=O)N1CCC(CC1)[C@@H]1CCNC=2N1N=C(C2C(=O)N)C2=CC=C(C=C2)OC2=CC=CC=C2 (S)-7-(1-(3-aminopropanoyl)piperidin-4-yl)-2-(4-phenoxyphenyl)-4,5,6,7-tetrahydropyrazolo[1,5-a]pyrimidine-3-carboxamide